(E)-1-(4-bromophenyl)-2-(4-chlorophenyl)diazene BrC1=CC=C(C=C1)\N=N\C1=CC=C(C=C1)Cl